3-difluoromethyl-5-amino-1-phenyl-1,2,4-triazole FC(C1=NN(C(=N1)N)C1=CC=CC=C1)F